1-[(1R,3S,5R)-3-[[6-[(6-methoxy-2-methyl-3,4-dihydro-1H-isoquinolin-7-yl)amino]pyrazolo[3,4-d]pyrimidin-1-yl]methyl]-2-azabicyclo[3.1.0]hexan-2-yl]ethanone COC=1C=C2CCN(CC2=CC1NC1=NC=C2C(=N1)N(N=C2)C[C@H]2N([C@@H]1C[C@@H]1C2)C(C)=O)C